C1(=CC=CC=C1)C1=C(C(=NN=N1)C1=C(C=CC=C1)C1=C(C=CC=2OC3=C(C21)C=CC=C3)C3=C(C(=CC=2C1=CC=CC=C1CC32)C)C)C3=CC=CC=C3 (diphenyltriazineyl)[(dimethylfluorenyl)dibenzofuranyl]benzene